Rac-(2s,4s,5s)-5-(4-fluorophenyl)-4-methylpyrrolidine-2,4-dicarboxylic acid dimethyl ester COC(=O)[C@H]1N[C@H]([C@](C1)(C(=O)OC)C)C1=CC=C(C=C1)F |r|